O=C1N(C=C(C=C1C(=O)N)C=C)CC(F)(F)F 2-oxo-1-(2,2,2-trifluoroethyl)-5-vinyl-1,2-dihydropyridine-3-carboxamide